9,9',9''-(4-(3-(6-phenylpyridin-2-yl)phenyl)pyridine-2,3,6-triyl)tris(9H-carbazole) C1(=CC=CC=C1)C1=CC=CC(=N1)C=1C=C(C=CC1)C1=C(C(=NC(=C1)N1C2=CC=CC=C2C=2C=CC=CC12)N1C2=CC=CC=C2C=2C=CC=CC12)N1C2=CC=CC=C2C=2C=CC=CC12